1-trimethoxysilyl-2-bis(4-methylpiperazin-1-yl)methylsilylethylene CO[Si](C=C[SiH2]C(N1CCN(CC1)C)N1CCN(CC1)C)(OC)OC